butanediphosphonic acid C(CCCP(O)(=O)O)P(O)(=O)O